tert-Butyl 2-(5'-methoxy-2',6-dimethyl-[4,4'-bipyridine]-3-carboxamido)-4,6-dihydro-5H-pyrrolo[3,4-d]thiazole-5-carboxylate COC=1C(=CC(=NC1)C)C1=C(C=NC(=C1)C)C(=O)NC=1SC2=C(N1)CN(C2)C(=O)OC(C)(C)C